CC1=C(C=CC(=C1)C)CCNC(=O)C1=C(N=NC2=CC(=CC=C12)C)OC1=CC(=CC=C1)C(F)(F)F N-[2-(2,4-dimethylphenyl)ethyl]-7-methyl-3-[3-(trifluoro-methyl)phenoxy]cinnoline-4-carboxamide